N-[2-[1-[2-[4-[4-[(2,6-dioxo-3-piperidyl)oxy]phenyl]-1-piperidyl]-2-oxo-ethyl]-4-piperidyl]-7-isopropoxy-imidazo[1,2-a]pyridin-6-yl]-6-(trifluoromethyl)pyridine-2-carboxamide O=C1NC(CCC1OC1=CC=C(C=C1)C1CCN(CC1)C(CN1CCC(CC1)C=1N=C2N(C=C(C(=C2)OC(C)C)NC(=O)C2=NC(=CC=C2)C(F)(F)F)C1)=O)=O